ClC=1N=NC=C(C1N)N 3-chloro-4,5-diaminopyridazine